BrC1=CC=CN2C(N=C(C=C21)C(=O)O)=C=O 5-bromo-1-carbonyl-1H-pyrido[1,2-c]pyrimidine-3-carboxylic acid